ClCC(=O)NC1=C(C(=CC(=C1)C)C)C 2-chloro-N-(2,3,5-trimethylphenyl)acetamide